N-(3-Aminopyrazin-2-yl)sulfonyl-2-(2,4-dimethylphenoxy)-6-(p-tolyl)pyridin-3-carboxamid NC=1C(=NC=CN1)S(=O)(=O)NC(=O)C=1C(=NC(=CC1)C1=CC=C(C=C1)C)OC1=C(C=C(C=C1)C)C